N'-[9-[(4R,6R)-7-[2-cyanoethoxy-(diisopropylamino)phosphanyl]oxy-4-[(dihexadecylamino)oxymethyl]-2,5-dioxabicyclo[2.2.1]heptan-6-yl]purin-6-yl]-N,N-dimethyl-formamidine C(#N)CCOP(OC1C2OC[C@@]1(O[C@H]2N2C1=NC=NC(=C1N=C2)N=CN(C)C)CON(CCCCCCCCCCCCCCCC)CCCCCCCCCCCCCCCC)N(C(C)C)C(C)C